C(N)(=O)C1(COC2=C(N=C(C=C21)C(CNC(OC(C)(C)C)=O)(C)O)C2=CC=C(C=C2)F)C tert-butyl (2-(3-carbamoyl-7-(4-fluorophenyl)-3-methyl-2,3-dihydrofuro[2,3-c]pyridin-5-yl)-2-hydroxypropyl)carbamate